diethoxy(diethoxy-isopropenylphenyl)silane C(C)O[SiH](C1=C(C(=C(C=C1)OCC)OCC)C(=C)C)OCC